6-(((3-(5-(hydroxymethyl)isoxazol-3-yl)-[1,2,4]triazolo[3,4-a]phthalazin-6-yl)oxy)methyl)-N-(1-methyl-1H-pyrazol-4-yl)nicotinamide OCC1=CC(=NO1)C1=NN=C2N1N=C(C1=CC=CC=C21)OCC2=NC=C(C(=O)NC=1C=NN(C1)C)C=C2